NC1=CN=C(N(C1=O)CC(=O)O)SC 2-(5-amino-2-(methylsulfanyl)-6-oxopyrimidin-1(6H)-yl)acetic acid